C12CC(CC2C1)NC(C1=CN=CC(=C1N1CC2(CCCN2)CC1)C1=CC(=CC(=C1)F)F)=O N-(bicyclo[3.1.0]hex-3-yl)-4-(1,7-diaza-7-spiro[4.4]nonyl)-5-(3,5-difluorophenyl)nicotinamide